2-[3-(3,4-difluorophenyl)-1H-pyrazol-4-yl]-7-[4-(4-methylpiperazin-1-yl)-1-piperidyl]-1,5-naphthyridine FC=1C=C(C=CC1F)C1=NNC=C1C1=NC2=CC(=CN=C2C=C1)N1CCC(CC1)N1CCN(CC1)C